6-(((cyclobutylmethyl)amino)methyl)-N-(3-((1s,3s)-3-methyl-1-(4-methyl-4H-1,2,4-triazol-3-yl)cyclobutyl)phenyl)imidazo[1,2-a]pyridine-8-carboxamide C1(CCC1)CNCC=1C=C(C=2N(C1)C=CN2)C(=O)NC2=CC(=CC=C2)C2(CC(C2)C)C2=NN=CN2C